N-methyl-8-morpholinoimidazo[1,2-a]pyrazine-2-carboxamide CNC(=O)C=1N=C2N(C=CN=C2N2CCOCC2)C1